3-butyl-7-methoxy-2-(4-methoxybenzyl)-1,1-dioxido-5-phenyl-2,3,4,5-tetrahydro-1,2,5-benzothiadiazepin-8-yl trifluoromethanesulfonate FC(S(=O)(=O)OC1=CC2=C(N(CC(N(S2(=O)=O)CC2=CC=C(C=C2)OC)CCCC)C2=CC=CC=C2)C=C1OC)(F)F